methyl 4-[[1-(3,4-dichlorophenyl)-2-(dimethylamino)ethyl]sulfamoyl]benzoate ClC=1C=C(C=CC1Cl)C(CN(C)C)NS(=O)(=O)C1=CC=C(C(=O)OC)C=C1